FC1=C(C(=O)NC2=CC(=CC(=C2)C(F)(F)F)C=2C=NC=CC2)C=C(C(=C1)C)C#CC1=CN=C2N1C=CC=C2NC=2C=NN(C2)C 2-fluoro-4-methyl-5-((8-((1-methyl-1H-pyrazol-4-yl)amino)imidazo[1,2-a]pyridin-3-yl)ethynyl)-N-(3-(pyridin-3-yl)-5-(trifluoromethyl)phenyl)benzamide